6-Chloro-3-(((R)-1-(6-((S)-4-(imidazo[1,5-a]pyridin-6-ylmethyl)-2-oxooxazolidin-3-yl)-4-methylpyridin-2-yl)ethyl)amino)picolinic acid ClC1=CC=C(C(=N1)C(=O)O)N[C@H](C)C1=NC(=CC(=C1)C)N1C(OC[C@@H]1CC=1C=CC=2N(C1)C=NC2)=O